OC(C(=O)O)C[C@@H](C)[C@H]1CC[C@H]2[C@@H]3C(C[C@@H]4CCCC[C@]4(C)[C@H]3CC[C@]12C)=O hydroxy-7-keto-5β-cholanic acid